OC(=O)C(F)(F)F.N1C(NC2=C1C=CC=C2)=O 1,3-dihydro-2H-benzo[d]Imidazol-2-one TFA salt